benzenoanthracene-1-carbonitrile C1(=CC=CC=2C=CC=3C=C4C=CC=CC4=CC3C21)C#N